5-chloro-2-((4-(5,6-dimethylpyrimidin-4-yl)piperazin-1-yl)methyl)-1H-indole ClC=1C=C2C=C(NC2=CC1)CN1CCN(CC1)C1=NC=NC(=C1C)C